3-indoleamine N1C=C(C2=CC=CC=C12)N